FC1=C2CC[C@H](C2=CC=C1)N (R)-4-fluoro-2,3-dihydro-1H-inden-1-amine